[K].[K].[Mn].C1(CCCCC1)OC(C(=C)Cl)=O.N1=C(C=CC=C1)SSCCCC 4-(2-pyridyldithio)butane cyclohexyl-alpha-chloroacrylate Manganese Dipotassium